1-{benzyloxy}-4-(difluoromethoxy)benzene C(C1=CC=CC=C1)OC1=CC=C(C=C1)OC(F)F